FC=1C=C(C=CC1)N1C=C(C2=C1N=CN=C2N2C[C@H](N(C[C@@H]2C)C(=O)OC(C)(C)C)C)C(F)(F)F tert-Butyl (2R,5S)-4-(7-(3-fluorophenyl)-5-(trifluoromethyl)-7H-pyrrolo[2,3-d]pyrimidin-4-yl)-2,5-dimethylpiperazine-1-carboxylate